C(C)NC1=NC(=CC2=CN=C(C=C12)N[C@@H]1CNCCC1)C#N (S)-1-(ethylamino)-7-(piperidin-3-ylamino)-2,6-naphthyridine-3-carbonitrile